Methyl (S)-2-((((9H-fluoren-9-yl)methoxy)carbonyl)amino)-3-(2-((4-acetylphenyl)thio)-1H-indol-3-yl)propanoate C1=CC=CC=2C3=CC=CC=C3C(C12)COC(=O)N[C@H](C(=O)OC)CC1=C(NC2=CC=CC=C12)SC1=CC=C(C=C1)C(C)=O